C=C1C(CCCC1O)O 2-Methylene-Cyclohexane-1,3-diol